Cl.NC(C)(C)C1=NOC(C1)(C(=O)OC)CC1=CC=CC=C1 Methyl 3-(2-aminopropan-2-yl)-5-benzyl-4,5-dihydroisoxazole-5-carboxylate hydrochloride